CC1(C(=O)[O-])C(C(=O)[O-])C(=CC=C1)C.[Na+].[Na+] sodium 1,3-dimethylphthalate